2,5-bis{4-(1,10-phenanthroline-2-yl)phenyl}pyridine N1=C(C=CC2=CC=C3C=CC=NC3=C12)C1=CC=C(C=C1)C1=NC=C(C=C1)C1=CC=C(C=C1)C1=NC2=C3N=CC=CC3=CC=C2C=C1